N=1N(N=CC1)C1=CC=C(C=C1)C=1C=CC=C2CN(C(C12)=O)C(C(C)(C)O)C1CC1 7-(4-(2H-1,2,3-triazol-2-yl)phenyl)-2-(1-cyclopropyl-2-hydroxy-2-methylpropyl)isoindolin-1-one